prenyl acetate (3-methyl-2-butenyl acetate) CC(C=CCC(=O)O)C.C(C)(=O)OCC=C(C)C